1-(((tert-butyldiphenylsilyl)oxy)methyl)-2,2-difluorocyclopropane-1-carbaldehyde [Si](C1=CC=CC=C1)(C1=CC=CC=C1)(C(C)(C)C)OCC1(C(C1)(F)F)C=O